4-amino-1-(3-cyclopropylpyridin-2-yl)butan-1-one methyl-(2R)-2-(tert-butoxycarbonylamino)-3-(cyclopropoxy)propanoate COC([C@@H](COC1CC1)NC(=O)OC(C)(C)C)=O.NCCCC(=O)C1=NC=CC=C1C1CC1